C1(CCC1)C1N(CC(CC1)C)C(C(=O)OCC(F)(F)F)=O 2,2,2-Trifluoroethyl 2-(2-cyclobutyl-5-methyl-1-piperidyl)-2-oxo-acetate